(6aR,10aR)-6,6,9-trimethyl-3-pentyl-6a,7,10,10a-tetrahydro-6H-benzo[c]chromen-1-ol CC1(OC=2C=C(C=C(C2[C@H]2[C@H]1CC=C(C2)C)O)CCCCC)C